C(C)(C)(C)OC(=O)NCCCC1=CC=C(C=C1)C1=CC(=CC(=C1)N1N=NC(=C1)C1=CC=C(C=C1)C(F)(F)F)C(=O)OC Methyl 4'-(3-((tert-butoxycarbonyl)amino)propyl)-5-(4-(4-(trifluoromethyl)phenyl)-1H-1,2,3-triazol-1-yl)-[1,1'-biphenyl]-3-carboxylate